ethyl (R)-4-chloro-5-(4-(difluoromethoxy)-6-((1,1,1-trifluoropropan-2-yl)amino)pyridin-3-yl)-1-ethyl-1H-pyrazole-3-carboxylate ClC=1C(=NN(C1C=1C=NC(=CC1OC(F)F)N[C@@H](C(F)(F)F)C)CC)C(=O)OCC